1-bromo-2-fluoro-4-((2-methyl-allyl)oxy)benzene BrC1=C(C=C(C=C1)OCC(=C)C)F